N-[(1R)-1-[3-Ethoxy-5-(1-methylpyrazol-4-yl)phenyl]ethyl]-2-methyl-5-(4-methylpiperazin-1-yl)benzamide C(C)OC=1C=C(C=C(C1)C=1C=NN(C1)C)[C@@H](C)NC(C1=C(C=CC(=C1)N1CCN(CC1)C)C)=O